C1(=CC=CC=C1)C1=NC(=CC(=N1)C=1C=C(C=CC1)C1=C(C(=NC=C1N1C2=CC=CC(=C2C=2C(=CC=CC12)C1=CC=CC=C1)C1=CC=CC=C1)N1C2=CC=CC(=C2C=2C(=CC=CC12)C1=CC=CC=C1)C1=CC=CC=C1)N1C2=CC=CC(=C2C=2C(=CC=CC12)C1=CC=CC=C1)C1=CC=CC=C1)C1=CC=CC=C1 9,9',9''-(4-(3-(2,6-diphenylpyrimidin-4-yl)phenyl)pyridine-2,3,5-triyl)tris(4,5-diphenyl-9H-carbazole)